Methyl 3-((2-ethylhexyl)oxy)-5-(undecyloxy)benzoate C(C)C(COC=1C=C(C(=O)OC)C=C(C1)OCCCCCCCCCCC)CCCC